10-(benzyloxy)-6-(tert-butyl)-1-fluoro-2-oxo-6,7-dihydro-2H-pyrido[2',1':3,4]pyrazino[1,2-b]indazole-3-carboxylic acid ethyl ester C(C)OC(=O)C=1C(C(=C2N(C(CN3N=C4C(=CC=CC4=C32)OCC3=CC=CC=C3)C(C)(C)C)C1)F)=O